8-Cyclopentyl-6-ethyl-2-[5-(4-methyl-piperazin-1-yl)-pyridin-2-ylamino]-8H-pyrido[2,3-d]pyrimidin-7-one C1(CCCC1)N1C(C(=CC2=C1N=C(N=C2)NC2=NC=C(C=C2)N2CCN(CC2)C)CC)=O